[I-].[NH+]1=CC=CC=C1 pyridinium iodide salt